2-((5,6-dichlorobenzo[d]oxazol-2-yl)amino)-N-hydroxypyrimidine-4-carboxamide ClC=1C(=CC2=C(N=C(O2)NC2=NC=CC(=N2)C(=O)NO)C1)Cl